[Cl-].C(CCC)N1C=[N+](C=C1)CC1=CC=C(C=C1)C=C 1-butyl-3-[(4-vinylphenyl)methyl]-1H-imidazolium chloride